C(C)(C)(C)OC(=O)C1=CN=C(S1)C=1C=NC=CC1 2-(3-pyridyl)thiazole-5-carboxylic acid tert-butyl ester